FC=1C=C2C(=NC(=NC2=C(C1C1=CC(=CC2=CC=CC(=C12)C#C)O)F)OCC1(CC1)CN1C[C@@H](CC1)F)N1C[C@@]2(CC[C@H](C1)N2)C 4-(6,8-difluoro-2-((1-(((R)-3-fluoropyrrolidin-1-yl)methyl)cyclopropyl)methoxy)-4-((1S,5R)-1-methyl-3,8-diazabicyclo[3.2.1]octan-3-yl)quinazolin-7-yl)-5-ethynylnaphthalen-2-ol